4-(2-{5-[(3R,5R)-3-amino-5-fluoropiperidine-1-carbonyl]-7-methoxy-1-methyl-1H-1,3-benzodiazol-2-yl}-1-(cyclopropylmethyl)-1H-pyrrolo[2,3-b]pyridin-6-yl)-2-(1,2-oxazol-5-yl)phenol N[C@H]1CN(C[C@@H](C1)F)C(=O)C1=CC2=C(N(C(=N2)C2=CC=3C(=NC(=CC3)C3=CC(=C(C=C3)O)C3=CC=NO3)N2CC2CC2)C)C(=C1)OC